(R)-1-((7-Cyano-2-(3'-(2-(difluoromethyl)-7-(((R)-3-hydroxy-pyrrolidin-1-yl)methyl)pyrido[3,2-d]pyrimidin-4-ylamino)-2,2'-dimethylbiphenyl-3-yl)benzo[d]oxazol-5-yl)methyl)pyrrolidin C(#N)C1=CC(=CC=2N=C(OC21)C=2C(=C(C=CC2)C2=C(C(=CC=C2)NC=2C1=C(N=C(N2)C(F)F)C=C(C=N1)CN1C[C@@H](CC1)O)C)C)CN1CCCC1